Cl.N1(CCOCC1)C1=NC(=NC(N1C1=CC=C(C=C1)C)NC1=CC=CC=C1)N 6-Morpholine-4-yl-N-phenyl-N1-p-tolyl-[1,3,5]triazine-2,4-diamine hydrochloride